6-((1S,2S)-2-(4,4,5,5-tetramethyl-1,3,2-dioxaborolan-2-yl)cyclopropyl)-1-(2,2,2-trifluoroethyl)-1H-pyrazolo[4,3-b]pyridine CC1(OB(OC1(C)C)[C@@H]1[C@H](C1)C=1C=C2C(=NC1)C=NN2CC(F)(F)F)C